3-(1-oxo-5-(((1S,2R)-2-(((tetrahydro-2H-pyran-4-yl)methyl)amino)cyclohexyl)oxy)isoindolin-2-yl)piperidine-2,6-dione O=C1N(CC2=CC(=CC=C12)O[C@@H]1[C@@H](CCCC1)NCC1CCOCC1)C1C(NC(CC1)=O)=O